N-(2-hydroxy-5-(6-(4-(isopropylsulfonyl)phenyl)-1-oxo-3,4-dihydroisoquinolin-2(1H)-yl)phenyl)methanesulfonamide OC1=C(C=C(C=C1)N1C(C2=CC=C(C=C2CC1)C1=CC=C(C=C1)S(=O)(=O)C(C)C)=O)NS(=O)(=O)C